ClC=1N=CN(C1)COCC[Si](C)(C)C 4-chloro-1-((2-(trimethylsilyl)ethoxy)methyl)-1H-imidazole